ethyl 5-methyl-6-(4,4,5,5-tetramethyl-1,3,2-dioxaborolan-2-yl)imidazo[1,5-a]pyridine-1-carboxylate CC1=C(C=CC=2N1C=NC2C(=O)OCC)B2OC(C(O2)(C)C)(C)C